bishydroxycarbazole OC1=C(C=2NC3=CC=CC=C3C2C=C1)O